(3,5-di-tert-butylphenyl-4-hydroxy-phenyl)propionic acid C(C)(C)(C)C=1C=C(C=C(C1)C(C)(C)C)C1=C(C=CC(=C1)O)C(C(=O)O)C